ONC(=O)C1=CC=C(\C=N\N(C(=O)C2=C(OC3CN(C3)C(=O)OC(C)(C)C)C=CC=C2)C)C=C1 tert-butyl (E)-3-(2-(2-(4-(hydroxycarbamoyl)benzylidene)-1-methylhydrazine-1-carbonyl)phenoxy)azetidine-1-carboxylate